N-(3-(1-aminoethyl)phenyl)methanesulfonamide NC(C)C=1C=C(C=CC1)NS(=O)(=O)C